4-((1S,2R,5S)-2-((5-cyclopropyl-7-methyl-1H-indol-4-yl)oxy)-5-methoxycyclohexyl)benzoic acid C1(CC1)C=1C(=C2C=CNC2=C(C1)C)O[C@H]1[C@@H](C[C@H](CC1)OC)C1=CC=C(C(=O)O)C=C1